N-(cis-1-(cyclopropylcarbonyl)-2-(((cis-4-(3-(trifluoromethoxy)phenyl)-cyclohexyl)oxy)methyl)piperidin-3-yl)methanesulfonamide C1(CC1)C(=O)N1[C@H]([C@H](CCC1)NS(=O)(=O)C)CO[C@@H]1CC[C@@H](CC1)C1=CC(=CC=C1)OC(F)(F)F